O1C(OCC1)C1=CC=C(C(=N1)C)C=1C=2N(C(=NC1)NCC1=C(C=CC3=C1CCO3)F)C=C(N2)C#N 8-(6-(1,3-dioxolan-2-yl)-2-methylpyridin-3-yl)-5-(((5-fluoro-2,3-dihydrobenzofuran-4-yl)methyl)amino)imidazo[1,2-c]pyrimidine-2-carbonitrile